NC1=C(C(=CC=C1)F)C=1C(=CC2=C(N(C(N=C2N2C[C@H](N(C[C@@H]2C)C(=O)OC(C)(C)C)C)=O)C=2C(=NC=CC2C)C(C)C)N1)F tert-butyl (2R,5S,M)-4-(7-(2-amino-6-fluorophenyl)-6-fluoro-1-(2-isopropyl-4-methylpyridin-3-yl)-2-oxo-1,2-dihydropyrido[2,3-d]pyrimidin-4-yl)-2,5-dimethylpiperazine-1-carboxylate